P(=O)(OC(C)C)(Cl)F (2-n-propyl) fluorochlorophosphate